bisallylbisphenol a C(C=C)C=1C(=C(O)C=CC1C(C)(C)C1=CC=C(C=C1)O)CC=C